CN1C(C2=NC=C(C=C2C1)NC1=CC=C(C=C1)N1CCC(CC1)C(F)(F)F)=O 6-methyl-3-((4-(4-(trifluoromethyl)piperidin-1-yl)phenyl)amino)-5,6-dihydro-7H-pyrrolo[3,4-b]pyridin-7-one